ClC1=NC=C(C2=C1C=NN2)COCC(=C)CCl 4-chloro-7-[2-(chloromethyl)allyloxymethyl]-1H-pyrazolo[4,3-c]pyridine